(2R,3R)-2-(3,4,5-Trihydroxyphenyl)-3,4-dihydro-2H-chromene-3,5,7-triol OC=1C=C(C=C(C1O)O)[C@H]1OC=2C=C(C=C(C2C[C@H]1O)O)O